{[1-Chloro-4-hydroxy-6-(4-methoxy-phenoxy)-isoquinoline-3-carbonyl]-amino}-acetic acid ClC1=NC(=C(C2=CC(=CC=C12)OC1=CC=C(C=C1)OC)O)C(=O)NCC(=O)O